4-(3-amino-1H-pyrazol-5-yl)-N-[3-(trifluoromethyl)benzyl]benzamide NC1=NNC(=C1)C1=CC=C(C(=O)NCC2=CC(=CC=C2)C(F)(F)F)C=C1